C[C@@H]1N[C@H](CNC1)C (2S,6S)-2,6-dimethylpiperazine